O1C(CCCC1)N1N=CC=CC1=O 2-(tetrahydro-2H-pyran-yl)pyridazin-3(2H)-one